4-fluoro-2'-(methylsulfanyl)-2,3,5',8'-tetrahydro-3'h-spiro[indene-1,7'-quinazoline]-4'(6'H)-one FC1=C2CCC3(CCC=4C(NC(=NC4C3)SC)=O)C2=CC=C1